2-(2-((tert-butoxycarbonyl)(prop-2-yn-1-yl)amino)-N-(prop-2-yn-1-yl)acetamido)ethyl (2-(trimethylammonio)ethyl) phosphate P(=O)(OCCN(C(CN(CC#C)C(=O)OC(C)(C)C)=O)CC#C)(OCC[N+](C)(C)C)[O-]